(S)-4-(3-(5-fluoro-2-methoxypyridin-4-yl)-1H-pyrazole-5-carbonyl)-N-((3-(trifluoromethyl)bicyclo[1.1.1]pent-1-yl)methyl)-4-azaspiro[2.5]octane-7-carboxamide FC=1C(=CC(=NC1)OC)C1=NNC(=C1)C(=O)N1C2(CC2)C[C@H](CC1)C(=O)NCC12CC(C1)(C2)C(F)(F)F